5-[5-(2-aminoethyl)pyridin-2-yl]-6-(2-methyl-6-pyrrolidin-1-ylpyridin-4-yl)oxypyridine-2-carbonitrile NCCC=1C=CC(=NC1)C=1C=CC(=NC1OC1=CC(=NC(=C1)N1CCCC1)C)C#N